1-(pyrrolidin-2-ylmethyl)-1H-benzo[d]imidazole N1C(CCC1)CN1C=NC2=C1C=CC=C2